CS(=O)(=O)OC=1C=CC=2C=CC3=CC=CC=C3C2C1 phenanthren-3-yl methanesulfonate